3-amino-8-(trimethylstannyl)-N-propylimidazo[1,2-a]pyridine-2-carboxamide NC1=C(N=C2N1C=CC=C2[Sn](C)(C)C)C(=O)NCCC